N1CCC(CC1)B(O)O piperidin-4-yl-boronic acid